2-methyl-4,5-dihydro-3(2H)-furanone CC1OCCC1=O